C1=CC=CC2=C1CCCC2=O benzocyclohexanone